8-methyl-3-(3-oxo-3-(4-(2-(trifluoromethyl)phenyl)piperazin-1-yl)propyl)-3,5-dihydro-4H-pyrimido[5,4-b]indol-4-one CC1=CC=2C3=C(NC2C=C1)C(N(C=N3)CCC(N3CCN(CC3)C3=C(C=CC=C3)C(F)(F)F)=O)=O